COC=1C=C(C=O)C=CC1OC1COC1 3-methylOxy-4-(oxetan-3-yloxy)benzaldehyde